N-(6-methyl-2-(3-phenyl-1,4-diazepan-1-yl)pyrimidin-4-yl)-1H-indazol-5-amine CC1=CC(=NC(=N1)N1CC(NCCC1)C1=CC=CC=C1)NC=1C=C2C=NNC2=CC1